ClC1=C(OC=2C=CC(=C(C2)S(=O)(=O)NC2CC(C2)O)O)C(=CC(=C1)N1N=C(C(NC1=O)=O)C([2H])(F)F)Cl 5-(2,6-dichloro-4-(6-(difluoromethyl-d)-3,5-dioxo-4,5-dihydro-1,2,4-triazin-2(3H)-yl)phenoxy)-2-hydroxy-N-((1s,3s)-3-hydroxycyclobutyl)benzenesulfonamide